FC1=C(CN2C(N(C(C3=C2SC(=C3CN(C)C)C3=CC=C(C=C3)NC(=O)NOC)=O)C3=NC(=CC=C3)OCCF)=O)C(=CC=C1)F 1-(4-(1-(2,6-difluorobenzyl)-5-((dimethylamino)methyl)-3-(6-(2-fluoroethoxy)pyridin-2-yl)-2,4-dioxo-1,2,3,4-tetrahydrothieno[2,3-d]pyrimidin-6-yl)phenyl)-3-methoxyurea